O=C1NC(CCC1N1C(C2=CC=CC(=C2C1=O)NCCCCCCCCC(=O)O)=O)=O 9-[[2-(2,6-dioxo-3-piperidinyl)-2,3-dihydro-1,3-dioxo-1H-isoindol-4-yl]amino]-nonanoic acid